2,2'-dimethyl-3,4'-diaminobiphenyl CC1=C(C=CC=C1N)C1=C(C=C(C=C1)N)C